C1CC12CC=C(CC2)C=2C=CC=C1C=C(C=NC21)C(=O)N[C@@H](CC(=O)O)C (R)-3-(8-(spiro[2.5]oct-5-en-6-yl)quinoline-3-carboxamido)butanoic acid